NC1=CC(=NC(=N1)C(F)F)NC1=CC(=C(C=N1)C=1C=NN(C1)CCN(C(OC(C)(C)C)=O)C)F tert-butyl (2-(4-(6-((6-amino-2-(difluoromethyl)pyrimidin-4-yl)amino)-4-fluoropyridin-3-yl)-1H-pyrazol-1-yl)ethyl)(methyl)carbamate